CC1=NC2=CC=CC=C2C(=C1C(/C=C/C1=CC=C(C=O)C=C1)=O)C1=CC=CC=C1 (E)-4-(3-(2-methyl-4-phenylquinolin-3-yl)-3-oxo-prop-1-en-1-yl)benzaldehyde